[Na+].OCC1=C(C=C(COC(CCCCCC(=O)ON2C(C(CC2=O)S(=O)(=O)[O-])=O)=O)C=C1)[N+](=O)[O-] 1-((7-((4-(hydroxymethyl)-3-nitrobenzyl)oxy)-7-oxoheptanoyl)oxy)-2,5-dioxopyrrolidine-3-sulfonic acid sodium salt